ClC1=CC=C(CN2N=CC(=C2)C=2C=C(N=NC2C)C=2C(NC(NC2)=O)=O)C=C1 5-(5-(1-(4-chlorobenzyl)-1H-pyrazol-4-yl)-6-methylpyridazin-3-yl)pyrimidine-2,4(1H,3H)-dione